NCC1=CC=C(C=C1)COC1=C(C(=NN1C(C1=C(C=CC=C1)Cl)=O)C1C(N(CCN1)S(=O)(=O)N(C)C)C(F)(F)F)C 3-(5-{[4-(Aminomethyl)phenyl]methoxy}-1-(2-chlorobenzoyl)-4-methyl-1H-pyrazol-3-yl)-N,N-dimethyl-2-(trifluoromethyl)piperazin-1-sulfonamid